monoepoxybutene C=CC1CO1